propyl L-alaninate N[C@@H](C)C(=O)OCCC